C(C)(C)(C)OC(=O)N1CCC(CC1)N1C=C(C2=C1N=CN=C2Cl)I 4-(4-Chloro-5-iodo-pyrrolo[2,3-d]pyrimidin-7-yl)-piperidine-1-carboxylic Acid Tert-Butyl Ester